dimethoxybiphenyl-4,4'-diamine COC=1C(=C(C=CC1N)C1=CC=C(C=C1)N)OC